C1(CCC2=CC=CC=C12)=O inden-1(2H)-one